3-(2-(2-azaspiro[3.5]nonan-7-yl)vinyl)-5-(trifluoromethyl)isoxazole 2,2,2-trifluoroacetate FC(C(=O)O)(F)F.C1NCC12CCC(CC2)C=CC2=NOC(=C2)C(F)(F)F